bornyl(3-ethyl-3-oxetanyl-methyl)ether C12(C(CC(CC1)C2(C)C)OCC2(COC2)CC)C